NC1=C(C=CC=C1)NC(CCCCCN1N=C(C=2C(C1=O)=NN(C2C)C2=CC=C(C=C2)C)C)=O N-(2-aminophenyl)-6-(3,4-dimethyl-7-oxo-2-(p-tolyl)-2,7-dihydro-6H-pyrazolo[3,4-d]pyridazin-6-yl)hexanamide